C(C1=CC=CC=C1)N1C2=NC=NC(=C2N=C1C1=C(C=C(C=C1C)OCCN1CCN(CC1)C)C)OC1(CC1)C 9-benzyl-8-(2,6-dimethyl-4-(2-(4-methylpiperazin-1-yl)ethoxy)phenyl)-6-(1-methylcyclopropoxy)-9H-purine